(4-cyclopropyl-2-(1-methyl-1H-pyrazol-4-yl)oxazol-5-yl)methanone C1(CC1)C=1N=C(OC1C=O)C=1C=NN(C1)C